C1(=CC=CC=C1)N1C2=CC=CC=C2C=2C=CC=C(C12)B(O)O (9-phenyl-9H-carbazol-1-yl)boronic acid